2-(tert-butyldimethylsilyl)oxyethanol triflate S(=O)(=O)(C(F)(F)F)OCCO[Si](C)(C)C(C)(C)C